NCC1CCC(CC1)C(=O)C1=CC=C(C=C1)C(CO)C 2-[p-(4-aminomethylcyclohexylcarbonyl)phenyl]propanol